OC=1SC=C(N1)C=1N=NN(C1)[C@@H]1[C@H]([C@@H](SC2=CC(=C(C=C2)Cl)Cl)O[C@@H]([C@@H]1O)CO)OC(C)C 3,4-Dichlorophenyl 3-deoxy-3-[4-(2-hydroxythiazol-4-yl)-1H-1,2,3-triazol-1-yl]-2-O-isopropyl-1-thio-α-D-galactopyranoside